1-((1S,3S)-1-(4-(adamantan-1-ylamino)phenyl)-3-butyl-6-methoxy-3,4-dihydroisoquinolin-2(1H)-yl)-2-chloroethan-1-one C12(CC3CC(CC(C1)C3)C2)NC2=CC=C(C=C2)[C@@H]2N([C@H](CC3=CC(=CC=C23)OC)CCCC)C(CCl)=O